FC1(CCN(CCC1)C1=NC2=CC=NC=C2C=C1C(=O)NC=1C=C(C(=O)OC)C=CC1)F methyl 3-(2-(4,4-difluoroazepan-1-yl)-1,6-naphthyridine-3-carboxamido)benzoate